2-(3-(3-(6-([1,1'-biphenyl]-4-yl)-2-phenylpyrimidin-4-yl)phenyl)pyridin-2-yl)-4,6-diphenyl-1,3,5-triazine C1(=CC=C(C=C1)C1=CC(=NC(=N1)C1=CC=CC=C1)C=1C=C(C=CC1)C=1C(=NC=CC1)C1=NC(=NC(=N1)C1=CC=CC=C1)C1=CC=CC=C1)C1=CC=CC=C1